FC=1C=CC(=C(C1)C=1C=NC=2CCN(CC2C1)C=1C(=C(C=2N(N1)C(C=C(N2)COC)=O)C)C)C 7-(3-(5-fluoro-2-methylphenyl)-7,8-dihydro-1,6-naphthyridin-6(5H)-yl)-2-(methoxymethyl)-8,9-dimethyl-4H-pyrimido[1,2-b]pyridazin-4-one